O=C1O[C@@H]2OC(=C[C@H]3[C@@H]2C=C[C@H]31)COC(C)=O.C3(=CC=CC=C3)C3=C(N=NC(=C3)C3=CC=CC=C3)C=3C=C(C=CC3)C 4,6-Diphenyl-3-(m-tolyl)pyridazine ((1S,4aS,5R,7aS)-8-oxo-1,4a,5,7a-tetrahydro-1,5-(epoxymethano)cyclopenta[c]pyran-3-yl)methyl-acetate